CC(C)=CC(C(CCC)=O)=O 2-methyl-2-octene-4,5-dione